6-(difluoromethoxy)pyridine-2-carbaldehyde FC(OC1=CC=CC(=N1)C=O)F